FCC1N(CC=C(CC1)B1OC(C(O1)(C)C)(C)C)C(=O)OC(C)(C)C tert-butyl 2-(fluoromethyl)-5-(4,4,5,5-tetramethyl-1,3,2-dioxaborolan-2-yl)-2,3,4,7-tetrahydroazepine-1-carboxylate